C(#N)C=1C=C(C(=NC1OCC1=C(C=CC(=C1)C(F)(F)F)F)C(F)(F)F)C(=O)N1CCC(CC1)S(=O)(=O)NC 1-[5-cyano-6-[[2-fluoro-5-(trifluoromethyl)phenyl]methoxy]-2-(trifluoromethyl)pyridine-3-carbonyl]-N-methyl-piperidine-4-sulfonamide